dibromophenanthridine BrC1=C(C2=C3C=CC=CC3=CN=C2C=C1)Br